C1(C=CCC=2CCCCC12)C=O 1,4,5,6,7,8-hexahydronaphthal